C(C)C1=C(C=C(C(=C1)O)F)C1=CC(=C2C(=NNC2=C1)C=1NC2=C(CN(CC2)C(CN(C2COCC2)C)=O)N1)F 1-(2-(6-(2-ethyl-5-fluoro-4-hydroxyphenyl)-4-fluoro-1H-indazol-3-yl)-1,4,6,7-tetrahydro-5H-imidazo[4,5-c]pyridin-5-yl)-2-(methyl-(tetrahydrofuran-3-yl)amino)ethan-1-one